2-(2-bromo-5-methoxy-1H-indol-3-yl)-1-((1R,4S)-7,7-dimethyl-2-azabicyclo[2.2.1]hept-5-en-2-yl)ethan-1-one BrC=1NC2=CC=C(C=C2C1CC(=O)N1[C@@H]2C=C[C@H](C1)C2(C)C)OC